C(C\C=C/CC)N1N=CNC1=O 2,4-dihydro-2-((Z)-hex-3-enyl)-3H-1,2,4-triazol-3-one